(4s,8s)-15-(7-amino-2-oxo-2H-chromen-4-yl)-1,6,14-trioxo-2,5,7,13-tetraazapentadecane-1,4,8-tricarboxylic acid NC1=CC=C2C(=CC(OC2=C1)=O)CC(NCCCC[C@H](NC(N[C@@H](CNC(C(=O)O)=O)C(=O)O)=O)C(=O)O)=O